1-[4-(2,3-dimethylphenyl)piperazin-1-yl]-2-{(3bR,4aR)-3-[4-(2,2,2-trifluoroethyl)piperazine-1-carbonyl]-3b,4,4a,5-tetrahydro-1H-cyclopropa[3,4]cyclopenta[1,2-c]pyrazol-1-yl}ethan-1-one CC1=C(C=CC=C1C)N1CCN(CC1)C(CN1N=C(C2=C1C[C@@H]1[C@H]2C1)C(=O)N1CCN(CC1)CC(F)(F)F)=O